C1(=CC=CC=C1)C#CC1=CC=CC=N1 6-(phenylethynyl)-pyridine